(3R)-3-amino-7-(5-tert-butyl-1,3,4-oxadiazol-2-yl)-8-fluoro-5-[(4-fluorophenyl)methyl]-1,1-dioxo-2,3-dihydro-1λ6,5-benzothiazepin-4-one N[C@H]1CS(C2=C(N(C1=O)CC1=CC=C(C=C1)F)C=C(C(=C2)F)C=2OC(=NN2)C(C)(C)C)(=O)=O